L-4-hydroxypyridine OC1=CC=NC=C1